lysine (Boc)methyl ester hydrochloride Cl.C(=O)(OC(C)(C)C)COC([C@@H](N)CCCCN)=O